C(C)OC(=O)C1=C(C(=NN1)C1=CC=C(C=C1)Br)I 3-(4-bromophenyl)-4-iodo-1H-pyrazole-5-carboxylic acid ethyl ester